iron-nickel-copper-platinum-rhodium [Rh].[Pt].[Cu].[Ni].[Fe]